O1CC=NC=CC2=C1C=CC=C2 benzo[1,4]oxazocine